(5'-(cyclopropylcarbamoyl)-2'-methyl-[1,1'-biphenyl]-4-carbonyl)pyrrolidine-1-carboxylic acid tert-butyl ester C(C)(C)(C)OC(=O)N1C(CCC1)C(=O)C1=CC=C(C=C1)C1=C(C=CC(=C1)C(NC1CC1)=O)C